(Z)-3-(2-(dimethylamino)ethylidene)pyrrolidin-2-one CN(C\C=C\1/C(NCC1)=O)C